dodecylaminoethylethylglycine C(CCCCCCCCCCC)NCCN(CC(=O)O)CC